diselenium monochlorotriazine ClC=1C=NN=NC1.[Se].[Se]